(S)-1-(3,5-dichloropyridazin-4-yl)ethanol ClC=1N=NC=C(C1[C@H](C)O)Cl